7H-pyrrolo[2,3-d]Pyrimidin-4-amine hydrochloride Cl.N1=CN=C(C2=C1NC=C2)N